CN1N=C2C(N(C=3C(NN=CC32)=O)C)=C1 2,4-dimethyl-4,6-dihydropyrazolo[3',4':4,5]pyrrolo[2,3-d]pyridazin-5(2H)-one